N-benzyl-7-methoxy-1,9-dimethyl-9H-pyrido[3,4-b]indol-6-amine C(C1=CC=CC=C1)NC=1C=C2C3=C(N(C2=CC1OC)C)C(=NC=C3)C